3-methyl-1-ethyl-6,7-dichloro-quinoxalin CC=1CN(C2=CC(=C(C=C2N1)Cl)Cl)CC